C(C)(C)N1CCN(CC1)CC1=CC=C(C=C1)C=1C=C2C(=NC1)C=C(N2C)C2=CC=C(C=C2)S(=O)(=O)C 6-(4-((4-isopropylpiperazin-1-yl)methyl)phenyl)-1-methyl-2-(4-(methylsulfonyl)phenyl)-1H-pyrrolo[3,2-b]pyridine